7-bromo-1-(isoquinolin-7-yl)-2-oxo-1,2-dihydro-1,8-naphthyridine-3-carboxylate BrC1=CC=C2C=C(C(N(C2=N1)C1=CC=C2C=CN=CC2=C1)=O)C(=O)[O-]